BrCC=1C=CC(=NC1)C(=O)OCC ethyl 5-(bromomethyl)pyridine-2-carboxylate